2-((1r,3r)-3-methoxycyclobutyl)isoindoline-1,3-dione COC1CC(C1)N1C(C2=CC=CC=C2C1=O)=O